4-[4-bromo-6-(2,5-dimethyl-phenyl)-3-hydroxy-pyridin-2-yl]-4-oxo-butyric acid ethyl ester C(C)OC(CCC(=O)C1=NC(=CC(=C1O)Br)C1=C(C=CC(=C1)C)C)=O